N=1N=CN2N=CC=CC21 1,2,4-triazolo[4,3-b]pyridazine